2-[4-[4-[2-chloro-4-[[5-(2,3-difluoro-4-methoxy-phenyl)-1-methyl-imidazole-2-carbonyl]amino]benzoyl]piperazine-1-carbonyl]-1-methyl-piperazin-1-ium-1-yl]acetic acid formate C(=O)[O-].ClC1=C(C(=O)N2CCN(CC2)C(=O)N2CC[N+](CC2)(C)CC(=O)O)C=CC(=C1)NC(=O)C=1N(C(=CN1)C1=C(C(=C(C=C1)OC)F)F)C